(S)-2-amino-N-((S)-amino(oxo)(5-vinylthiophen-2-yl)-λ6-sulfanylidene)-4-methylpentanamide N[C@H](C(=O)N=[S@@](C=1SC(=CC1)C=C)(=O)N)CC(C)C